t-Butyl 4-[5-[3-cyano-4-(2-pyridylsulfanyl)pyrazolo[1,5-a]pyridin-6-yl]-2-pyridyl]piperazine-1-carboxylate C(#N)C=1C=NN2C1C(=CC(=C2)C=2C=CC(=NC2)N2CCN(CC2)C(=O)OC(C)(C)C)SC2=NC=CC=C2